tert-butyl-N-(tert-butoxycarbonyl)-L-phenylalanyl-L-lysine C(C)(C)(C)N([C@@H](CC1=CC=CC=C1)C(=O)N[C@@H](CCCCN)C(=O)O)C(=O)OC(C)(C)C